FC1=C(C=CC=C1)N1C(N(C(C1)C#N)C1=CN=CC2=CC=CC=C12)=O 1-(2-fluorophenyl)-3-(isoquinolin-4-yl)-2-oxoimidazoline-4-carbonitrile